C(C1=CC=CC=C1)OC=1C=C(C=CC1OCC1=CC=CC=C1)CNCCOCCOCCNCCCCN(CCOC1=CC=C(C=C1)C(=O)C=1C2=C(SC1C1=CC=C(C=C1)O)C=C(C=C2)O)CC (4-((1-(3,4-bis(benzyloxy)phenyl)-16-ethyl-5,8-dioxa-2,11,16-triazaoctadecan-18-yl)oxy)phenyl)(6-hydroxy-2-(4-hydroxyphenyl)benzo[b]thiophen-3-yl)methanone